C(C)(C)(C)OC(=O)N1[C@H]2CC(C[C@@H]1CC2)N2N=C(C=C2CC(C)C)NC2=C(C(=O)O)C=C(C=N2)C=2SC=CC2 2-((1-((1R,3s,5S)-8-(tert-butyloxycarbonyl)-8-azabicyclo[3.2.1]octan-3-yl)-5-isobutyl-1H-pyrazol-3-yl)amino)-5-(thiophen-2-yl)nicotinic acid